Ethyl 5-(4-hydroxypiperidin-1-yl)pyrazolo[1,5-a]pyrimidine-3-carboxylate OC1CCN(CC1)C1=NC=2N(C=C1)N=CC2C(=O)OCC